di-vinyl-imidazole C(=C)C1=C(N=CN1)C=C